tert-butyl 2-(3-(((tetrahydro-2H-pyran-2-yl)oxy)carbamoyl)-5,8-dihydro-1,7-naphthyridin-7(6H)-yl)-7-azaspiro[3.5]nonane-7-carboxylate O1C(CCCC1)ONC(=O)C=1C=NC=2CN(CCC2C1)C1CC2(C1)CCN(CC2)C(=O)OC(C)(C)C